1H-indol-3-yl carbamimidothioate C(N)(=N)SC1=CNC2=CC=CC=C12